ClC1=NC2=CC=C(C=C2C=C1C=NS(=O)C(C)(C)C)Cl N-((2,6-dichloroquinoline-3-yl)methylene)-2-methylpropane-2-sulfinamide